4,5,6,7-tetrachloro-2-hydroxyisoindoline-1,3-dione ClC1=C2C(N(C(C2=C(C(=C1Cl)Cl)Cl)=O)O)=O